3-indolebutyric acid zinc salt [Zn+2].N1C=C(C2=CC=CC=C12)CCCC(=O)[O-].N1C=C(C2=CC=CC=C12)CCCC(=O)[O-]